OCCCCOC(CC(C)O)=O 3-Hydroxybutyric acid (hydroxybutyl) ester